2-bromo-N-(2,2,2-trifluoroethyl)butyramide BrC(C(=O)NCC(F)(F)F)CC